N-[[4-[(2-amino-7H-purin-6-yl)oxymethyl]phenyl]methyl]-2,2,2-trifluoroacetamide NC1=NC(=C2NC=NC2=N1)OCC1=CC=C(C=C1)CNC(C(F)(F)F)=O